4-(N-Boc-amino)-1-hexanol C(=O)(OC(C)(C)C)NC(CCCO)CC